C(C)(C)(C)NC(=O)N1CC=2N(CC1)C(=C(C2C(=O)N)C2=CC(=CC=C2)OC(F)(F)F)C2CC2 N2-tert-butyl-6-cyclopropyl-7-[3-(trifluoromethoxy)phenyl]-3,4-dihydropyrrolo[1,2-a]pyrazine-2,8(1H)-dicarboxamide